phenyldibenzofuranyl[phenyl(dimethylfluorenyl)triazinyl]benzene C1(=CC=CC=C1)C=1C(=C(C=CC1)C1=NN=NC(=C1C1=C(C(=CC=2C3=CC=CC=C3CC12)C)C)C1=CC=CC=C1)C1=CC=CC=2OC3=C(C21)C=CC=C3